ClC1=CC=C(CN2C(=C(C3=CC(=CC=C23)OCC2=NC3=CC=CC=C3C=C2)SC(C)(C)C)CC(C(=O)O)(C)C)C=C1 3-[1-(4-chlorobenzyl)-3-tert-butylsulfanyl-5-(quinolin-2-yl-methoxy)indol-2-yl]-2,2-dimethylpropionic acid